4-(3-((8-methoxy-2-(6-methylpyridin-3-yl)chroman-6-yl)methyl)-3H-imidazo[4,5-b]pyridin-6-yl)morpholine COC=1C=C(C=C2CCC(OC12)C=1C=NC(=CC1)C)CN1C=NC=2C1=NC=C(C2)N2CCOCC2